4-((3-(2-(4-methylbenzoyl)-2-azaspiro[3.3]heptan-6-yl)ureido)methyl)benzamide CC1=CC=C(C(=O)N2CC3(C2)CC(C3)NC(NCC3=CC=C(C(=O)N)C=C3)=O)C=C1